(R)-5-chloro-7-[2-(2-fluoroethoxy)phenyl]-N-quinuclidin-3-yl-benzofuran-2-carboxamide ClC=1C=C(C2=C(C=C(O2)C(=O)N[C@H]2CN3CCC2CC3)C1)C1=C(C=CC=C1)OCCF